2-(2-((1S,3R)-3-((5-cyano-4-methoxypyrimidin-2-yl)amino)cyclohexyl)-5-nitro-1H-benzo[d]imidazol-1-yl)ethyl acetate C(C)(=O)OCCN1C(=NC2=C1C=CC(=C2)[N+](=O)[O-])[C@@H]2C[C@@H](CCC2)NC2=NC=C(C(=N2)OC)C#N